C(C)(C)(C)OC(=O)N1C(CC[C@@H](C1)NC1=NC=2N(C(=N1)NCC1=CC(=CC=C1)N)N=CC2C(C)C)(C)C (S)-5-((4-((3-aminobenzyl)amino)-8-isopropylpyrazolo[1,5-a][1,3,5]Triazin-2-yl)amino)-2,2-dimethylpiperidine-1-carboxylic acid tert-butyl ester